COC(N[C@@H](CC\C=C\C(=O)N(C)C)C(NC1=CN=CN(C1=O)CC1=NC2=C(N1)C(=CC(=C2)F)CCC(F)(F)F)=O)=O Methyl-N-[(E,1S)-6-(dimethylamino)-1-[[1-[[5-fluoro-7-(3,3,3-trifluoropropyl)-1H-benzimidazol-2-yl]methyl]-6-oxo-pyrimidin-5-yl]carbamoyl]-6-oxo-hex-4-enyl]carbamat